tetrahydro-furan-3-yl-prop-2-enamide O1CC(CC1)C(C(=O)N)=C